C(OCCOC(C#CCl)(F)F)(OC1=CC=C(C=C1)[N+](=O)[O-])=O 2-((3-chloro-1,1-difluoroprop-2-yn-1-yl)oxy)ethyl (4-nitrophenyl) carbonate